5-(3-(5-(phenylthio)-1H-imidazol-2-yl)phenoxy)-1H-indole C1(=CC=CC=C1)SC1=CN=C(N1)C=1C=C(OC=2C=C3C=CNC3=CC2)C=CC1